N-(4-(4-amino-5-(4-(isoxazol-3-yl)phenyl)-7-methyl-7H-pyrrolo[2,3-d]pyrimidin-6-yl)phenyl)methacrylamide NC=1C2=C(N=CN1)N(C(=C2C2=CC=C(C=C2)C2=NOC=C2)C2=CC=C(C=C2)NC(C(=C)C)=O)C